FC=1C(=NC(=CC1)NC=1SC=CN1)CC1CC(N(CC1)C(=O)OC)C methyl 4-((3-fluoro-6-(thiazol-2-ylamino) pyridin-2-yl) methyl)-2-methylpiperidinecarboxylate